C1(CC1)S(=O)(=O)N1N=CC2=C(C=CC=C12)NC1=NC=C(C(=N1)NCCS(=O)(=O)C)C(F)(F)F N2-(1-(cyclopropylsulfonyl)-1H-indazol-4-yl)-N4-(2-(methylsulfonyl)ethyl)-5-(trifluoromethyl)pyrimidine-2,4-diamine